[N+](=O)([O-])C1=C(C(=CC=C1)C(=O)O)C(=O)O 3-nitro-1,2-benzenedicarboxylic acid